O(C)C1[C@H]2CCC(=C(C1)N2C)OC 6-methoxyl-methoxytropaneN